4-((3-chloro-2-methylpyridin-4-yl)amino)-N-(3-(pyridin-4-yloxy)phenyl)benzamide ClC=1C(=NC=CC1NC1=CC=C(C(=O)NC2=CC(=CC=C2)OC2=CC=NC=C2)C=C1)C